C(=O)(OC(C)(C)C)N[C@@H](CC1=CN(C=N1)C(C1=CC=CC=C1)(C1=CC=CC=C1)C1=CC=CC=C1)C(=O)O N-Boc-N'-trityl-L-histidine